4-amino-3,5-dichlorobenzonitrile NC1=C(C=C(C#N)C=C1Cl)Cl